Lead-zinc sulfide [S-2].[Zn+2].[Pb+2].[S-2]